2,3'''-diamino-p-quaterphenyl NC1=C(C=CC=C1)C1=CC=C(C=C1)C1=CC=C(C=C1)C1=CC(=CC=C1)N